ClC1=C(C=C(C=C1)C=1C=C2C(=NC1)C(=NN2CC(=O)N2CC(C2)F)F)OC(F)F 2-[6-[4-Chloro-3-(difluoromethoxy)phenyl]-3-fluoro-pyrazolo[4,3-b]pyridin-1-yl]-1-(3-fluoroazetidin-1-yl)ethanone